NC=1C(=C(C(=NC1)N1C[C@H](OCC1)C)F)NC(OC(C)(C)C)=O tert-butyl (R)-(5-amino-3-fluoro-2-(2-methylmorpholino)pyridin-4-yl)carbamate